ClC=1N=C(C2=C(N1)C(=C(N=C2)Cl)F)N2CCOC1CC21 5-(2,7-Dichloro-8-fluoropyrido[4,3-d]pyrimidin-4-yl)-2-oxa-5-azabicyclo[4.1.0]heptane